C1(=CC=CC=C1)C1=NC(=NC(=N1)C1=CC=CC=C1)C=1C=C(C=CC1)C1=CC=C(C=C1)C1=CC(=CC=C1)B(O)O (3''-(4,6-diphenyl-1,3,5-triazin-2-yl)-[1,1':4',1''-terphenyl]-3-yl)boronic acid